ClC1=C(C(=NN1C1CCCC1)C(F)(F)F)C=O 5-CHLORO-1-CYCLOPENTYL-3-(TRIFLUOROMETHYL)-1H-PYRAZOLE-4-CARBALDEHYDE